CNC(CCNC1=C(C=C(C=C1)C1=NNC(OC1)=O)C(F)(F)F)=O N-methyl-N3-[4-(2-oxo-3,6-dihydro-2H-1,3,4-oxadiazin-5-yl)-2-(trifluoromethyl)phenyl]-beta-alaninamide